6-chloropyrazolo[1,5-a]pyrimidine-3-carboxylic acid ClC=1C=NC=2N(C1)N=CC2C(=O)O